((2-chlorophenyl)(cyclopropyl)methyl)-1H-pyrazolo[3,4-c]pyridine-5-carboxylate ClC1=C(C=CC=C1)C(C1CC1)OC(=O)C=1C=C2C(=CN1)NN=C2